C(C)(C)(C)OC(=O)N1C[C@H](OCC1)C(NC12CCC(CC1)(C2)N2C(=C(C1=C2N=CN=C1N)C=1C=NC2=CC=CC=C2C1)C#C)=O.FC1=C(N)C=CC(=C1)OC 2-fluoro-4-methoxyaniline tert-butyl-(S)-2-((4-(4-amino-6-ethynyl-5-(quinolin-3-yl)-7H-pyrrolo[2,3-d]pyrimidin-7-yl)bicyclo[2.2.1]heptan-1-yl)carbamoyl)morpholine-4-carboxylate